6-Chloro-1-(6-chloro-2-(1,1-difluoroethyl)pyrimidin-4-yl)-2,3-dihydro-1H-pyrrolo[3,2-c]pyridine ClC1=CC2=C(C=N1)CCN2C2=NC(=NC(=C2)Cl)C(C)(F)F